C=1N=CN2C1C1=CC=CC=C1[C@H]2[C@H]2CCC1=CN(N=C1[C@H]2O)C (6R,7S)-6-((R)-5H-Imidazo[5,1-a]isoindol-5-yl)-2-methyl-4,5,6,7-tetrahydro-2H-indazol-7-ol